O=C1NC(CCC1N1C(C2=CC=C(C=C2C1)CN1CCC(=CC1)C1=NC(=C(C=C1)C(=O)N)C1=CC=C(C=C1)OC1=CC=CC=C1)=O)=O 1'-((2-(2,6-dioxopiperidin-3-yl)-1-oxoisoindolin-5-yl)methyl)-6-(4-phenoxyphenyl)-1',2',3',6'-tetrahydro-[2,4'-bipyridine]-5-carboxamide